tert-butyl N-[(R)-(3-aminophenyl)(methyl)oxo-λ6-sulfanylidene]carbamate NC=1C=C(C=CC1)[S@](=NC(OC(C)(C)C)=O)(=O)C